O1CCN(CC1)CCC1=C(C(=O)N)C=CC=C1 (2-morpholino-ethyl)benzamide